F[C@@H]1[C@@H](N(C1)C=1N=C(C2=C(N1)CCC2)C2=CC=C(C(=O)N)C=C2)C 4-(2-((2S,3S)-3-fluoro-2-methylazetidin-1-yl)-6,7-dihydro-5H-cyclopenta[d]pyrimidin-4-yl)benzamide